4-(Benzyloxy)-3-(methoxycarbonyl)-8-(trifluoromethyl)isoquinoline 2-oxide C(C1=CC=CC=C1)OC1=C([N+](=CC2=C(C=CC=C12)C(F)(F)F)[O-])C(=O)OC